5-Methoxy-4-(5-methyl-3-(4-methyl-3-(trifluoromethyl)phenylsulfonamido)picolinoyl)-1H-pyrrolo[2,3-b]pyridine 7-oxide COC=1C(=C2C(=[N+](C1)[O-])NC=C2)C(C2=NC=C(C=C2NS(=O)(=O)C2=CC(=C(C=C2)C)C(F)(F)F)C)=O